3-(p-tolyl)thiazole C1(=CC=C(C=C1)N1CSC=C1)C